N[C@H](CC1=C(C2=NC(=CC(=C2S1)NCC=1SC=CC1)Cl)Cl)CF 2-[(2R)-2-amino-3-fluoropropyl]-3,5-dichloro-N-[(thiophen-2-yl)methyl]thieno[3,2-b]pyridin-7-amine